5-(furan-2-yl)-N-(2-(pyrrolidin-1-yl)ethyl)isoxazole-3-carboxamide O1C(=CC=C1)C1=CC(=NO1)C(=O)NCCN1CCCC1